(fluoro(2-(((3S,6S,9aS)-3-(3-(5-fluoropyridin-3-yl)azetidine-1-carbonyl)-5-oxooctahydro-1H-pyrrolo[1,2-a]azepin-6-yl)carbamoyl)benzo[b]thiophen-5-yl)methyl)phosphonic acid FC(C1=CC2=C(SC(=C2)C(N[C@H]2CCC[C@@H]3N(C2=O)[C@@H](CC3)C(=O)N3CC(C3)C=3C=NC=C(C3)F)=O)C=C1)P(O)(O)=O